C(C)P([O-])(=O)CC.[Al+3].C(C)P([O-])(=O)CC.C(C)P([O-])(=O)CC ALUMINUM DIETHYLPHOSPHINATE